Indoloquinazolinone C1=CC2=C3C(=CC=C4C3=NC(=O)N=C4)N=C2C=C1